2-(5-chloro-1H-indol-3-yl)ethan-1-aminium hydrogen oxalate C(C(=O)[O-])(=O)O.ClC=1C=C2C(=CNC2=CC1)CC[NH3+]